C(C)(C)(C)OC1=NC=C(C(=N1)OC(C)(C)C)C1=NN2C(C(=NC=C2)N2CC(C(C2)(C)C)(F)F)=C1 2-(2,4-Di-t-Butoxypyrimidin-5-yl)-4-(3,3-difluoro-4,4-dimethyl-pyrrolidin-1-yl)pyrazolo[1,5-a]pyrazine